CN([C@H]1CN(CC1)C=1C=C(C(=CC1)N)N)C (R)-4-(3-(dimethylamino)pyrrolidin-1-yl)benzene-1,2-diamine